3-((1H-indol-6-yl)sulfonyl)-9-(4-hydroxyphenyl)-3,9-diazabicyclo[3.3.1]nonan-7-one N1C=CC2=CC=C(C=C12)S(=O)(=O)N1CC2CC(CC(C1)N2C2=CC=C(C=C2)O)=O